C(C(C)CCC[C@@H](C)[C@H]1CC[C@H]2[C@@H]3CCC4CCCC[C@]4(C)[C@H]3CC[C@]12C)C1=C(C=CC(=C1)N)N cholestanyl-2,5-diaminobenzene